Ethyl (R)-(6-(2,2-dimethyl-1,3-dioxolan-4-yl)pyridin-3-yl)carbamate CC1(OC[C@H](O1)C1=CC=C(C=N1)NC(OCC)=O)C